C(CCCCCCC)NC(OC1=CC(=C(C=C1)OC)C=1C=NC=C(C1)C1=NN=NN1)=O 3-(5-(1H-tetrazol-5-yl)pyridin-3-yl)-4-methoxyphenyl octylcarbamate